propane-2-sulfonic acid {1-[4-(benzothiazol-2-yloxy)-benzyl]-piperidin-4-yl}-amide S1C(=NC2=C1C=CC=C2)OC2=CC=C(CN1CCC(CC1)NS(=O)(=O)C(C)C)C=C2